Cl.OC1(CCNCC1)C1=CC=C(C=C1)C(=O)N1CCC(CC1)OC1=CC=C(C=C1)C(F)(F)F (4-(4-hydroxypiperidin-4-yl)phenyl)(4-(4-(trifluoromethyl)phenoxy)piperidin-1-yl)methanone hydrochloride